CN1N=CC=C1NC=1C=CC2=C(C(NCCO2)=O)C1 7-((1-methyl-1H-pyrazol-5-yl)amino)-3,4-dihydrobenzo[f][1,4]oxazepin-5(2H)-one